7-((4-Morpholinophenyl)(pyridin-2-ylamino)methyl)-2-methylquinolin-8-ol O1CCN(CC1)C1=CC=C(C=C1)C(C1=CC=C2C=CC(=NC2=C1O)C)NC1=NC=CC=C1